C(CC)CO[Si](OC)(OC)C(C)C n-propyl-i-propyltrimethoxysilane